ClC1=C(C=C(C(=C1)F)N1C(=NC(=CC1=O)C(F)(F)F)OC)C1=NO[C@@](C1)(C(=O)OCC)C ethyl (5S)-3-[2-chloro-4-fluoro-5-[2-methoxy-6-oxo-4-(trifluoromethyl)pyrimidin-1-yl]phenyl]-5-methyl-4H-isoxazole-5-carboxylate